BrC1=C(C2=C(N(C(=N2)C)C)C=C1C(F)(F)F)N 5-bromo-1,2-dimethyl-6-(trifluoromethyl)-1H-benzo[d]imidazol-4-amine